(3R,4R)-4-((7-isopropylpyrrolo[2,1-f][1,2,4]triazin-2-yl)amino)-1-(methylsulfonyl)piperidin-3-ol C(C)(C)C1=CC=C2C=NC(=NN21)N[C@H]2[C@@H](CN(CC2)S(=O)(=O)C)O